N[C@H]1CC=CC[C@@H]1C1=C(C2=NC(=CC(=C2S1)NCC=1SC=CC1)Cl)C#CCCCCO 6-(2-((1S,6S)-6-aminocyclohex-3-en-1-yl)-5-chloro-7-((thiophen-2-ylmethyl)amino)thieno[3,2-b]pyridin-3-yl)hex-5-yn-1-ol